tert-butyl (1-(8-hydroxyoctyl)piperidin-4-yl)carbamate OCCCCCCCCN1CCC(CC1)NC(OC(C)(C)C)=O